FC1=C(C(=O)N)C=C(C(=C1)NC1=NC=C2N(C(N(C2=N1)[C@@H]1COCC1)=O)C)C (S)-2-fluoro-5-methyl-4-((7-methyl-8-oxo-9-(tetrahydrofuran-3-yl)-8,9-dihydro-7H-purin-2-yl)amino)benzamide